3-(dimethylamino)-6-(3-methoxy-4-(4-methoxybenzyloxy)phenoxy)quinoxaline-5-carbonitrile CN(C=1C=NC=2C=CC(=C(C2N1)C#N)OC1=CC(=C(C=C1)OCC1=CC=C(C=C1)OC)OC)C